(R,Z)-1-((2'-chloro-5-(hydroxymethyl)-[1,1'-biphenyl]-2-yl)sulfonyl)-4-fluoro-N-(4-(methylsulfonyl)but-3-en-2-yl)piperidine-4-carboxamide ClC1=C(C=CC=C1)C1=C(C=CC(=C1)CO)S(=O)(=O)N1CCC(CC1)(C(=O)N[C@H](C)\C=C/S(=O)(=O)C)F